O1CCCC2=C(C=CC=C12)C=1CCCC2=C(C1C1=CC=C(C=C3CN(C3)C(=O)OC(C)(C)C)C=C1)C=CC(=C2)C(=O)OC Tert-butyl 3-(4-(8-(chroman-5-yl)-3-(methoxycarbonyl)-6,7-dihydro-5H-benzo[7]annulen-9-yl)benzylidene)azetidine-1-carboxylate